C1(=C(C(=CC2=CC=CC=C12)C(=O)[O-])C(=O)[O-])C(=O)[O-] naphthalenetricarboxylate